5-para-hydroxyphenyl-triazine OC1=CC=C(C=C1)C=1C=NN=NC1